2,4-benzenedibutanol C1=C(C=C(C=C1)CCCCO)CCCCO